N=1NN=NC1C=1C=CC2=C(N=C(C3=CC=NC=C23)NCCCNC(C=CNCC2=CC(=C(C=C2)OC2CCC2)Cl)=O)C1 N-(3-((8-(2H-tetrazol-5-yl)benzo[c][2,6]naphthyridin-5-yl)amino)propyl)-3-((3-chloro-4-cyclobutoxybenzyl)amino)propenamide